CC(=O)N[C@@H]1[C@H](C[C@@](O[C@H]1[C@@H]([C@@H](CO)O)O)(C(=O)O)OC[C@@H]2[C@@H]([C@@H]([C@H]([C@@H](O2)O[C@@H]3[C@H](O[C@H]([C@@H]([C@H]3O)NC(=O)C)O[C@H]4[C@H]([C@@H]([C@H](O[C@@H]4OC[C@@H]5[C@H]([C@@H]([C@@H]([C@@H](O5)O[C@@H]6[C@H](O[C@H]([C@@H]([C@H]6O)NC(=O)C)O[C@@H]7[C@H](O[C@H]([C@@H]([C@H]7O)NC(=O)C)O)CO)CO)O)O[C@@H]8[C@H]([C@H]([C@@H]([C@H](O8)CO)O)O)O[C@H]9[C@@H]([C@H]([C@@H]([C@H](O9)CO)O[C@H]1[C@@H]([C@H]([C@H]([C@H](O1)CO)O)O)O)O)NC(=O)C)O)CO)O)O)CO)O)O)O)O The molecule is a branched amino decasaccharide comprised of a linear hexasaccharide chain of beta-D-galactose, N-acetyl-beta-D-glucosamine, alpha-D-mannose, beta-D-mannose, and two N-acetyl-beta-D-glucosamine residues linked sequentially (1->4), (1->2), (1->3), (1->4) and (1->4), to the beta-D-mannose residue of which is (1->6)-linked an N-acetyl-alpha-neuraminyl-(2->6)-beta-D-galactosyl-(1->4)-N-acetyl-beta-D-glucosaminyl-(1->2)-alpha-D-mannosyl side-chain. It has a role as an epitope. It is an amino decasaccharide and a glucosamine oligosaccharide.